C(#N)C1N(CCC2=C1C(=NN2C2OCCCC2)CC(=O)OC)C(=O)OC(C)(C)C tert-butyl 4-cyano-3-(2-methoxy-2-oxoethyl)-1-(tetrahydro-2H-pyran-2-yl)-1,4,6,7-tetrahydro-5H-pyrazolo[4,3-c]pyridine-5-carboxylate